N-(1'-(2-(2-fluoropropan-2-yl)-6-methylpyrimidin-4-yl)-1',2'-dihydrospiro[cyclopropane-1,3'-pyrrolo[3,2-c]pyridin]-6'-yl)acetamide FC(C)(C)C1=NC(=CC(=N1)N1CC2(C=3C=NC(=CC31)NC(C)=O)CC2)C